C1(=CC=CC=C1)C=1N=C2N(C=C(C=N2)N)C1 2-phenylimidazo[1,2-a]pyrimidin-6-amine